(7S)-2-Benzyl-7-methyl-3-[(1R)-1-[(3S)-piperidin-3-yl]ethyl]-3H,6H,7H,8H,9H-imidazo[4,5-f]chinolin C(C1=CC=CC=C1)C=1N(C=2C(=C3CC[C@@H](NC3=CC2)C)N1)[C@H](C)[C@@H]1CNCCC1